(2S,3R)-2-methyl-1-[6-[1-(1-methylazetidin-3-yl)pyrazol-4-yl]-5-(trifluoromethyl)imidazo[1,2-a]pyrazin-8-yl]azetidin-3-ol C[C@@H]1N(C[C@H]1O)C=1C=2N(C(=C(N1)C=1C=NN(C1)C1CN(C1)C)C(F)(F)F)C=CN2